C(C=C)(=O)N1C[C@@H](N(CC1)C=1C2=C(N(C(N1)=O)C=1C(=NC=CC1C)C(C)C)N=C(C=C2Cl)C2=C(C=CC=C2O)F)C (S)-4-(4-acryloyl-2-methylpiperazin-1-yl)-5-chloro-7-(2-fluoro-6-hydroxyphenyl)-1-(4-methyl-2-isopropyl-pyridin-3-yl)pyrido[2,3-d]pyrimidin-2(1H)-one